CN1CC(C1)(C)[C@@](O)(C=1C=NC=C(C1)C1=NOC(=N1)C1(CCC1)OC)C1=CC=C(C=C1)C(C)C (R)-(1,3-Dimethyl-azetidin-3-yl)-(4-isopropyl-phenyl)-{5-[5-(1-methoxy-cyclobutyl)-[1,2,4]oxadiazol-3-yl]-pyridin-3-yl}-methanol